2-[[3,4-Dioxo-2-(pyridin-4-ylamino)cyclobuten-1-yl]amino]-2-(3-hydroxyphenyl)acetamide O=C1C(=C(C1=O)NC(C(=O)N)C1=CC(=CC=C1)O)NC1=CC=NC=C1